C(C)OC(C)OCC 1,1-DiethoxyEthane